C(C=CC=CCCCCC)(=O)OC methyl 2,4-decadienoate